4-(4'-biphenyloxy)m-phenylenediamine C1(=CC=CC=C1)C1=CC=C(C=C1)OC1=C(C=C(C=C1)N)N